1,2-Xylol C=1(C(=CC=CC1)C)C